6-benzylsulfanylbenzothiophen-5-amine C(C1=CC=CC=C1)SC1=CC2=C(C=CS2)C=C1N